FC(C1=CC=C(CN2C=3N(CC(C2)CNC(CC)=O)N=CC3)C=C1)(F)F N-((4-(4-(trifluoro-methyl)benzyl)-4,5,6,7-tetrahydropyrazolo[1,5-a]pyrimidin-6-yl)-methyl)propionamide